BrC=1C=NN(C1)CC(C)(F)F 4-bromo-1-(2,2-difluoropropyl)pyrazole